3-(N-benzyl-2-aminoethyl)aminopropyltrimethoxysilane Methyl-(E)-4-hydroxy-3-(((1-hydroxy-2-methylpropan-2-yl)imino)methyl)benzoate COC(C1=CC(=C(C=C1)O)/C=N/C(CO)(C)C)=O.C(C1=CC=CC=C1)NCCNCCC[Si](OC)(OC)OC